(R,E)-N-(1-(3,4-dimethoxyphenyl)ethyl)-3-(5-(4-(methylsulfonamido)phenyl)-1H-pyrrolo[2,3-b]pyridin-3-yl)acrylamide COC=1C=C(C=CC1OC)[C@@H](C)NC(\C=C\C1=CNC2=NC=C(C=C21)C2=CC=C(C=C2)NS(=O)(=O)C)=O